ClC=1C=C(C=C(C1)OC(F)F)C1=CC(=C(C=C1)N1CCC(CC1)CC(=O)O)NS(=O)(=O)C1=CC(=CC=C1)C(F)(F)F 2-(1-(3'-chloro-5'-(difluoromethoxy)-3-(3-(trifluoromethyl)benzenesulfonylamino)biphenyl-4-yl)piperidin-4-yl)acetic acid